2-[(4-{6-[(4-Cyano-2-fluorobenzyl)oxy]pyridin-2-yl}piperidin-1-yl)methyl]-1-[(1-methyl-1H-imidazol-5-yl)methyl]-1H-benzimidazol C(#N)C1=CC(=C(COC2=CC=CC(=N2)C2CCN(CC2)CC2=NC3=C(N2CC2=CN=CN2C)C=CC=C3)C=C1)F